[benzyl(methyl)amino]-2-[cyclopropyl(o-tolylmethyl)amino]propan-1-one C(C1=CC=CC=C1)N(C)C(C(C)N(CC1=C(C=CC=C1)C)C1CC1)=O